CC1(CC=2C(=NC(=NC2C=C1)C)N)N 6,2-dimethylquinazoline-4,6-diamine